C(C)(=O)OC=1C=CC=C2NC=C(CC(N(C)C)[2H])C12 4-acetoxy-α-monodeutero-N,N-dimethyltryptamine